Cl.C(C)C1=CC=C(C=C1)NC1N(C(=NC(=N1)N)N1CCOCC1)C1=C(C=CC=C1)OC N-(4-Ethylphenyl)-N1-(2-methoxyphenyl)-6-morpholin-4-yl-[1,3,5]triazine-2,4-diamine hydrochloride